C(C)(C)(C)OC(C1=NC(=CC=C1)CBr)=O t-butyl-6-(bromomethyl)picolinate